ClC1=CC=C(C(=O)NC2=CC=C(C=C2)CN2CC(N(CC2)C)=O)C=C1 4-chloro-N-(4-((4-methyl-3-oxopiperazin-1-yl)methyl)phenyl)benzamide